FC(C1=CC=2N(C=C1)N=C(C2)N2C=NC=1CN(CCC12)C(=O)N1N=COC1)(F)F 4-[5-(trifluoromethyl)pyrazolo[1,5-a]pyridin-2-yl-1H,4H,5H,6H,7H-imidazo[4,5-c]pyridine-5-carbonyl]-1,3,4-oxadiazole